N-[4-(7-fluoro-1,3-benzoxazol-2-yl)phenyl]-2-hydroxy-2-methyl-propanamide FC1=CC=CC=2N=C(OC21)C2=CC=C(C=C2)NC(C(C)(C)O)=O